N-(tert-butyl)-2-((2-(4-(2-hydroxy-2-methylpropoxy)pyridin-2-yl)-7-oxo-6,7-dihydro-5H-cyclopenta[d]pyrimidin-4-yl)(methyl)amino)acetamide C(C)(C)(C)NC(CN(C)C=1C2=C(N=C(N1)C1=NC=CC(=C1)OCC(C)(C)O)C(CC2)=O)=O